ClC1=CC(=CC=2N1C=NC2[Sn](C)(C)C)S(=O)(=O)NC2(CC2)C(F)F 5-chloro-N-[1-(difluoromethyl)cyclopropyl]-1-trimethylstannyl-imidazo[1,5-a]pyridine-7-sulfonamide